benzo[1,3]dioxole-5-carbaldehyde O1COC2=C1C=CC(=C2)C=O